COC=1C=C(C=CC1)C1=CC2=C(NC(NCC2)=O)C=C1 7-(3-methoxyphenyl)-1,3,4,5-tetrahydro-2H-benzo[d][1,3]diazepin-2-one